(1S,2'S,6'S)-2'-methyl-6'-(1-methyl-1H-1,2,3-triazol-4-yl)spiro[isochroman-1,4'-piperidin]-6-ol C[C@@H]1N[C@@H](C[C@]2(C1)OCCC1=CC(=CC=C12)O)C=1N=NN(C1)C